(±)-3-(tert-butylamino)-N-(3,4-dichlorophenyl)-6,7,8,9-tetrahydro-5H-6,9-epiminocyclohepta[c]pyridine-10-carboxamide C(C)(C)(C)NC1=CC2=C(C=N1)C1CCC(C2)N1C(=O)NC1=CC(=C(C=C1)Cl)Cl